FC=1C=C2C=NN=CC2=CC1 6-fluorophthalazin